C(C)OC1=NC=2N(C=C1C(=O)NC1=CC=C(N=N1)N1CCN(CC1)C(=O)OC(C)(C)C)C=C(N2)C tert-butyl 4-(6-(7-ethoxy-2-methylimidazo[1,2-a]pyrimidine-6-carboxamido)pyridazin-3-yl)piperazine-1-carboxylate